4-chloro-N-[3-methyl-5-(2-phenylethynyl)-2-pyridyl]-2-(4-piperidyl)pyrazole-3-carboxamide ClC1=C(N(N=C1)C1CCNCC1)C(=O)NC1=NC=C(C=C1C)C#CC1=CC=CC=C1